bis[4-diphenylaminonaphthalene-1-yl]-p-terphenyl C1(=CC=CC=C1)N(C1=CC=C(C2=CC=CC=C12)C1=CC=C(C=C1)C1=CC=C(C=C1)C1=CC=C(C=C1)C1=CC=C(C2=CC=CC=C12)N(C1=CC=CC=C1)C1=CC=CC=C1)C1=CC=CC=C1